ClC(OC1=CC=C(C=C1)OC)Cl 1-(dichloromethoxy)-4-methoxybenzene